N(=C=O)C(CCCCCN1C(N(C(N(C1=O)CCCCCC(C)N=C=O)=O)CCCCCC(C)N=C=O)=O)C 1,3,5-tris(6-isocyanatohepta-1-yl)-1,3,5-triazine-2,4,6(1H,3H,5H)-trione